2,6-dibromoanthracene-9,10-dione BrC1=CC=2C(C3=CC=C(C=C3C(C2C=C1)=O)Br)=O